FC1=C(C=CC(=C1)F)C(CN1C[C@@H]2[C@H](C1)CC(C2)NC2=CC=C(C=C2)C2=CC(=C(C=C2)C)F)(CN2N=CN=C2)O 2-(2,4-difluorophenyl)-1-((3aR,6aS)-5-((3'-fluoro-4'-methyl-[1,1'-biphenyl]-4-yl)amino)hexahydrocyclopenta[c]pyrrol-2(1H)-yl)-3-(1H-1,2,4-triazol-1-yl)propan-2-ol